3,4-dihydropyridazino[4,5-g]quinoxalin-2(1H)-one N1C(CNC=2C=C3C(=CC12)C=NN=C3)=O